N1C=2C(OCC1)COCC2 tetrahydropyrano[3,4-b][1,4]oxazine